N-((4-(6-fluoroimidazo[1,2-a]pyridin-2-yl)-6-(4-fluorophenyl)pyridin-3-yl)methyl)acrylamide FC=1C=CC=2N(C1)C=C(N2)C2=C(C=NC(=C2)C2=CC=C(C=C2)F)CNC(C=C)=O